titanium oxide bis(diethylphosphinate) C(C)P([O-])(=O)CC.C(C)P([O-])(=O)CC.[O-2].[Ti+4]